CN1N=NN=C1C(C1=CC=CC=C1)=NOCC1=CC=CC(=N1)NC(OC(C)(C)C)=O tertbutyl {6-[({[(1-methyl-1H-tetrazol-5-yl)(phenyl)methylene]amino} oxy)methyl]pyridin-2-yl}carbamate